ClC1=C(C=CC=C1)/C=C/C(=O)NC1=CC=C(C=C1)C(\C=C\C1=CC=C(C=C1)N(C)CCO)=O (E)-3-(2-Chlorophenyl)-N-[4-[(E)-3-[4-[2-hydroxyethyl(methyl)amino]phenyl]prop-2-enoyl]phenyl]prop-2-enamide